C(#N)C1=CC=C(C=C1)NC1=NC(=NC=C1)SC(C(=O)[O-])(C)C 2-((4-((4-cyanophenyl) amino) pyrimidin-2-yl) thio)-2-methylpropionate